C(C)(C)(C)C=1C=CC=2N(C3=CC=C(C=C3C2C1)C(C)(C)C)CCCCCCOP(O)(O)=O [6-(3,6-Di-tert-butyl-9H-carbazol-9-yl)hexyl]phosphoric acid